6-(2-amino-5-(3-((dimethylamino)methyl)-4-((2R,6S)-2,6-dimethylmorpholino)phenyl)-6-fluoropyridin-3-yl)-8-fluoro-3,4-dihydroisoquinolin-1(1H)-one NC1=NC(=C(C=C1C=1C=C2CCNC(C2=C(C1)F)=O)C1=CC(=C(C=C1)N1C[C@H](O[C@H](C1)C)C)CN(C)C)F